3-(3-cyano-4-fluorophenyl)-1-(8,9-difluoro-6-oxo-1,2,3,4,5,6-hexahydrobenzo[c][1,7]naphthyridin-1-yl)-1-methylurea C(#N)C=1C=C(C=CC1F)NC(N(C)C1C=2C3=C(C(NC2CNC1)=O)C=C(C(=C3)F)F)=O